C(C)C1(C(C2=CC=CC=C2C1)=O)C(=O)OC methyl 2-ethyl-1-oxo-2,3-dihydro-1H-indene-2-carboxylate